Ethyl (S)-3-(3-(4-Hydroxy-1-methyl-2-oxo-1,2-dihydropyridin-3-yl)ureido)-3-(2',4,4'-trifluorobiphenyl-3-yl)propanoat OC1=C(C(N(C=C1)C)=O)NC(N[C@@H](CC(=O)OCC)C=1C=C(C=CC1F)C1=C(C=C(C=C1)F)F)=O